Zirconium(IV) propoxide [O-]CCC.[Zr+4].[O-]CCC.[O-]CCC.[O-]CCC